CC1CCCC(C1)(C)C 3,5,5-trimethylcyclohexane